3-[1-(4-Cyano-phenyl)-2,5-dimethyl-3-(2-piperidin-1-yl-acetyl)-1H-pyrrolo[3,2-b]pyridin-6-yl]propionic Acid Hydrochloride Salt Cl.C(#N)C1=CC=C(C=C1)N1C(=C(C2=NC(=C(C=C21)CCC(=O)O)C)C(CN2CCCCC2)=O)C